[Si](C)(C)(C(C)(C)C)OCC1=NN2C(OCC(C2)C)=C1 (((tert-butyldimethylsilyl)oxy)methyl)-6-methyl-6,7-dihydro-5H-pyrazolo[5,1-b][1,3]oxazine